OC=1C(=NC=C(C1C)C=1N=NN(N1)C1=CC=CC=C1)C(=O)NCC(=O)OCC ethyl (3-hydroxy-4-methyl-5-(2-phenyl-2H-tetrazol-5-yl)picolinoyl)glycinate